ClC=1C=C2C=CN=C(C2=C(C1)C)N(C(C1=CC=C(C=C1)C=1N=NN(C1)C)=O)[C@H]1CN(CCC1)C(=O)OC(C)(C)C tert-butyl (R)-3-(N-(6-chloro-8-methylisoquinolin-1-yl)-4-(1-methyl-1H-1,2,3-triazol-4-yl)benzamido)piperidine-1-carboxylate